(6-Chloro-4-((2-methoxyphenyl)amino)pyridin-2-yl)(4-phenylpiperazin-1-yl)methanone ClC1=CC(=CC(=N1)C(=O)N1CCN(CC1)C1=CC=CC=C1)NC1=C(C=CC=C1)OC